3-((4-methoxy-5-(2-methyl-1-(2,2,2-trifluoroethyl)-1H-benzo[d]imidazol-6-yl)pyrrolo[2,1-f][1,2,4]triazin-2-yl)amino)-2,2-dimethylpropanenitrile COC1=NC(=NN2C1=C(C=C2)C=2C=CC1=C(N(C(=N1)C)CC(F)(F)F)C2)NCC(C#N)(C)C